2-(4-bromophenyl)-7-(methyl)-3-cyano-4,5,6,7-tetrahydropyrazolo[1,5-a]pyrimidine BrC1=CC=C(C=C1)C1=NN2C(NCCC2C)=C1C#N